C(C)(C)[C@H]1CO[C@]23N1C(CO[C@@H]3CN(CC2)CC2=CC=C(C=C2)C(F)(F)F)=O (1R,4S,9R)-4-isopropyl-11-[[4-(trifluoromethyl)phenyl]methyl]-2,8-dioxa-5,11-diazatricyclo[7.4.0.01,5]tridecan-6-one